FC=1C=C(C=CC1F)C=1C=C2C(=NC1)NC(N2CC=2C=NC=C(C2)F)=O 6-(3,4-difluorophenyl)-1-[(5-fluoro-3-pyridyl)methyl]-3H-imidazo[4,5-b]pyridin-2-one